C(C)OC=1C=C(C=CC1OC)[C@@H](CS(=O)(=O)C)N1C(C2=CC=CC(=C2C1=O)NC(C)=O)=O N-[2-[(1S)-1-(3-ethoxy-4-methoxyphenyl)-2-(methylsulfonyl)ethyl]-2,3-dihydro-1,3-dioxo-1H-isoindol-4-yl]acetamide